3-chloro-N-(2-(dimethylamino)ethyl)pyridineamide ClC=1C(=NC=CC1)C(=O)NCCN(C)C